4-Ethoxy-N-(3-fluoro-4-{[2-(5-{[(2-methoxyethyl)amino]methyl}pyridin-2-yl)thieno[3,2-b]pyridin-7-yl]oxy}phenyl)-2-oxo-1-phenyl-1,2-dihydropyridine-3-carboxamide hydrochloride Cl.C(C)OC1=C(C(N(C=C1)C1=CC=CC=C1)=O)C(=O)NC1=CC(=C(C=C1)OC1=C2C(=NC=C1)C=C(S2)C2=NC=C(C=C2)CNCCOC)F